CC1(OC(C(C(O1)=O)=C(C)[C@@H]1CC[C@H](CC1)NC(OC(C)(C)C)=O)=O)C tert-butyl (trans-4-(1-(2,2-dimethyl-4,6-dioxo-1,3-dioxan-5-ylidene)ethyl)cyclohexyl)carbamate